di(4-iso-octylphenyl) carbonate C(OC1=CC=C(C=C1)CCCCCC(C)C)(OC1=CC=C(C=C1)CCCCCC(C)C)=O